C(C)(C)[Si](C(C)C)(C(C)C)C#CC1=CC(=CC=2N1N=CC2)C(=O)N 7-((triisopropylsilyl)ethynyl)pyrazolo[1,5-a]pyridine-5-carboxamide